FC1=C(CN2N=C(C=CC2=O)C=2C=NC(=NC2)OCC(F)(F)F)C=CC=C1F 2-(2,3-difluorobenzyl)-6-(2-(2,2,2-trifluoroethoxy)pyrimidin-5-yl)pyridazin-3(2H)-one